S(=O)(=O)(C1=CC=C(C)C=C1)OCCOCCOCCOCCOCC(=O)OC(C)(C)C tert-butyl 14-(tosyloxy)-3,6,9,12-tetraoxatetradecanoate